(S)-N-(1-(4-(benzylsulfanyl)-3-chlorophenylamino)-1-oxo-3-phenylpropan-2-yl)-4-fluorobenzamide C(C1=CC=CC=C1)SC1=C(C=C(C=C1)NC([C@H](CC1=CC=CC=C1)NC(C1=CC=C(C=C1)F)=O)=O)Cl